C[C@@H]1N(CCC(C1)=O)C(=O)OCC1=CC=CC=C1 benzyl (S)-2-methyl-4-oxopiperidine-1-carboxylate